4-(4-methoxybenzoyl)piperidinium chloride [Cl-].COC1=CC=C(C(=O)C2CC[NH2+]CC2)C=C1